(1R,2S,5S)-3-((R)-2-methoxybutyryl)-6,6-dimethyl-3-azabicyclo[3.1.0]hexane-2-carboxylic acid methyl ester COC(=O)[C@@H]1[C@H]2C([C@H]2CN1C([C@@H](CC)OC)=O)(C)C